ClC1=CC=C(C=C1)C=1C(=NC=2N(C1)C1=C(N2)C=CC=C1)NC (4-chlorophenyl)-N-methylbenzo[4,5]imidazo[1,2-a]pyrimidin-2-amine